tert-butyl (S)-(1-amino-3-(4-bromophenyl)-1-oxopropan-2-yl)carbamate NC([C@H](CC1=CC=C(C=C1)Br)NC(OC(C)(C)C)=O)=O